3-(3-aminopropyl)aniline NCCCC=1C=C(N)C=CC1